N(=C=S)CCCCSC 1-isothiocyanato-4-methylthiobutane